1-(7-((4-(((1S,4S)-4-aminocyclohexyl)amino)-5-(trifluoromethyl)pyrimidin-2-yl)amino)-3,4-dihydroisoquinolin-2(1H)-yl)ethan-1-one NC1CCC(CC1)NC1=NC(=NC=C1C(F)(F)F)NC1=CC=C2CCN(CC2=C1)C(C)=O